Ethyl 2-(3-(((2-((2-(4-(trifluoromethoxy)phenyl)-1H-benzo[d]imidazol-1-yl)methyl)phenyl)thio)methyl)phenyl)acetate FC(OC1=CC=C(C=C1)C1=NC2=C(N1CC1=C(C=CC=C1)SCC=1C=C(C=CC1)CC(=O)OCC)C=CC=C2)(F)F